CP(C1=C2N=CC=NC2=CC=C1NC=1C2=C(N=C(N1)NC1=CC=C(C=3OCCOC31)C3=CC=NN3C)NC=C2)(C)=O Dimethyl(6-((2-((8-(1-methyl-1H-pyrazol-5-yl)-2,3-dihydrobenzo[b][1,4]dioxin-5-yl)amino)-7H-pyrrolo[2,3-d]pyrimidin-4-yl)amino)quinoxalin-5-yl)phosphine oxide